(2R,4R)-4-(5-(benzyloxy)-2-methylbenzofuran-3-carboxamido)-2-(hydroxymethyl)pyrrolidine-1-carboxylic acid tert-butyl ester C(C)(C)(C)OC(=O)N1[C@H](C[C@H](C1)NC(=O)C1=C(OC2=C1C=C(C=C2)OCC2=CC=CC=C2)C)CO